FC(C=1C=C(CN2N=C(N=N2)C2=CC=CC(=N2)[C@@](CS(=O)(=O)N)(C)O)C=C(C1)C(F)(F)F)(F)F (R)-2-(6-(2-(3,5-bis(trifluoromethyl)benzyl)-2H-tetrazol-5-yl)pyridin-2-yl)-2-hydroxypropane-1-sulfonamide